1-(2-(1-Methylpiperidin-4-yl)ethyl)-1H-indazol-6-amine CN1CCC(CC1)CCN1N=CC2=CC=C(C=C12)N